N(=C=O)C1(CC(CCC1)CN=C=O)C 1-isocyanato-1-methyl-3-isocyanatomethylcyclohexane